O1CC(C1)CN1C=CC2=CC(=CC=C12)N1C(NC2=C(C1=O)C1=C(S2)CCCCC1)=O 3-(1-(oxetan-3-ylmethyl)-1H-indol-5-yl)-1,5,6,7,8,9-hexahydro-2H-cyclohepta[4,5]thieno[2,3-d]pyrimidine-2,4(3H)-dione